CN1C2CC(CC1CC2)NC(C2=CC=CC=C2)=O N-(8-methyl-8-azabicyclo[3.2.1]oct-3-yl)benzamide